C1(CCCCC1)C(C(=O)NC1CCCCC1)N1C(=NC2=C1C=CC=C2)C2=CC(=C(C=C2)C)F 2,N-dicyclohexyl-2-[2-(3-fluoro-4-methyl-phenyl)-benzimidazol-1-yl]-acetamide